benzo[b]pyrido[1,2-d][1,4]oxazine C1=CC=CC=2OC=C3N(C21)C=CC=C3